NC=1C(=C(C=C2C=C(N=CC12)NC1=NN2CC(N(OCC2=C1)C)=O)C1=C(C2=C(OCCN2)N=C1)C)F 2-((8-amino-7-fluoro-6-(8-methyl-2,3-dihydro-1H-pyrido[2,3-b][1,4]oxazin-7-yl)isoquinolin-3-yl)amino)-6-methyl-4H,6H-pyrazolo[1,5-e][1,2,5]oxadiazepin-7(8H)-one